N-[8-amino-6-(1,3,5-trimethylpyrazol-4-yl)-2,7-naphthyridin-3-yl]2-fluoro-cyclopropanecarboxamide NC=1N=C(C=C2C=C(N=CC12)NC(=O)C1C(C1)F)C=1C(=NN(C1C)C)C